NCC(CN1N=CN(C1=O)C1=CC(=NC=C1)Br)=C(F)F 2-[2-(aminomethyl)-3,3-difluoro-allyl]-4-(2-bromo-4-pyridyl)-1,2,4-triazol-3-one